3,4,12,12a-Tetrahydro-1H-[1,4]oxazino[3,4-c]pyrido[2,1-f][1,2,4]triazin-6,8-dion C1OCCN2C1NN1C(C2=O)=CC(C=C1)=O